7-(3-Methoxyazetidin-1-yl)-5-methyl-4-oxo-1-(1,3-thiazol-2-yl)-1,4-dihydro-1,8-naphthyridine-3-carboxylic acid COC1CN(C1)C1=CC(=C2C(C(=CN(C2=N1)C=1SC=CN1)C(=O)O)=O)C